O1CC(=CC1)C=1N=C2C(=NC1)N=C(S2)NC(OCC)=O ethyl N-[6-(2,5-dihydrofuran-3-yl)-[1,3]thiazolo[4,5-b]pyrazin-2-yl]carbamate